ClC=1C=C(CN[C@H](CCCOCCNC2=NC3=C(C4=CN=CC=C24)C=CC(=C3)C(=O)N)C)C=CC1 (S)-5-((2-((4-((3-Chlorobenzyl)amino)pentyl)oxy)ethyl)amino)benzo[c][2,6]naphthyridine-8-carboxamide